C(CC)C1C2=CC=CC=C2C=2C=CC=C(C12)[Hf]C1C(=CC2=CC=CC=C12)CCC (9-n-propyl-fluorenyl)(2-n-propyl-indenyl)hafnium